4-amino-1-(2-chlorophenyl)-7-(trifluoromethyl)-1,8-naphthyridin-2(1H)-one NC1=CC(N(C2=NC(=CC=C12)C(F)(F)F)C1=C(C=CC=C1)Cl)=O